1-((3S,5R)-1-Acryloyl-5-(methoxymethyl)pyrrolidin-3-yl)-3-((6-chloro-4-isopropylcinnolin-7-yl)ethynyl)-5-(methylamino)-1H-pyrazole-4-carboxamide C(C=C)(=O)N1C[C@H](C[C@@H]1COC)N1N=C(C(=C1NC)C(=O)N)C#CC1=C(C=C2C(=CN=NC2=C1)C(C)C)Cl